COC([C@@H]1[C@H]([C@@H]([C@H]([C@H](OC(C)=O)O1)OC(C)=O)OC(C)=O)OC(C)=O)=O 1,2,3,4-tetra-O-acetyl-beta-D-glucuronic acid methyl ester